FC1(C(CNC1)NC1=CC=CC(=N1)C1=CN=C2N1C=C(C(=C2)OC)C=2C=NN(C2)CC(C)(O)C)F 1-(4-(3-(6-((4,4-difluoro-pyrrolidin-3-yl)amino)-pyridin-2-yl)-7-methoxy-imidazo[1,2-a]pyridin-6-yl)-1H-pyrazol-1-yl)-2-methylpropan-2-ol